N-PROPANOYL-D-GLUCOSAMINE CCC(=O)N[C@@H](C=O)[C@H]([C@@H]([C@@H](CO)O)O)O